BrCC(C(=O)NCCCCCC(=O)O)CBr 6-(3-bromo-2-bromomethyl-propionylamino)-hexanoic acid